1-(3-fluorobenzyl)-6-(7-methoxy-1H-pyrrolo[3,2-b]pyridin-1-yl)-2-methyl-1H-imidazo[4,5-b]pyridine FC=1C=C(CN2C(=NC3=NC=C(C=C32)N3C=CC2=NC=CC(=C23)OC)C)C=CC1